OCCN(CC(C)O)CC(C)O 1,1'-[(2-hydroxyethyl)imino]dipropan-2-ol